2-Amino-6-((2-(1-(4-cyanophenyl)-2,5-dimethyl-1H-pyrrol-3-yl)-2-oxoethyl)(methyl)amino)hexanoic acid NC(C(=O)O)CCCCN(C)CC(=O)C1=C(N(C(=C1)C)C1=CC=C(C=C1)C#N)C